2-[(4R)-4-methyl-2-(1-methylpyrazolo[3,4-b]pyridin-4-yl)-3,4-dihydro-1H-isoquinolin-6-yl]-5-oxa-2,8-diazaspiro[3.5]nonane C[C@H]1CN(CC2=CC=C(C=C12)N1CC2(C1)OCCNC2)C2=C1C(=NC=C2)N(N=C1)C